tert-butyl 2-(3-((6-bromopyrazin-2-yl)methoxy)pyridin-4-yl)-3-((3-chloro-2-methoxyphenyl)amino)-4-oxo-1,4,6,7-tetrahydro-5H-pyrrolo[3,2-c]pyridine-5-carboxylate BrC1=CN=CC(=N1)COC=1C=NC=CC1C1=C(C=2C(N(CCC2N1)C(=O)OC(C)(C)C)=O)NC1=C(C(=CC=C1)Cl)OC